3-aminoethyl-γ-aminopropylmethyldimethoxysilane NCCC(CC[Si](OC)(OC)C)N